N(C(=O)C)C=1SC2=C(N1)C=CC(=C2)N(C(=O)NC2=CC=C(C=C2)Cl)CCN2C(COCC2)=O (2-Acetaminobenzo[d]thiazol-6-yl)-1-[2-(3-oxomorpholin-4-yl)ethyl]-3-(4-chlorophenyl)urea